C(C1=CC=CC=C1)N1C(CCC1=O)CC(=O)NCC1=NC=CC=C1 2-(1-benzyl-5-oxopyrrolidin-2-yl)-N-(pyridin-2-ylmethyl)acetamide